Cl.OC1(CCNCC1)CC(=O)OCC ethyl 2-(4-hydroxy-4-piperidyl)acetate hydrochloric acid salt